(E)-1-(3-(3-(thiophen-2-yl)-1-phenyl-1H-pyrazol-4-yl)acryloyl)piperidine-2-carboxamide S1C(=CC=C1)C1=NN(C=C1/C=C/C(=O)N1C(CCCC1)C(=O)N)C1=CC=CC=C1